FC1=C(C=CC(=C1)F)C1=CC2=C(C(N(C=C2C2=CC(N(C=C2C2=CC(=CC=C2)OCCOC)C)=O)C)=O)N1S(=O)(=O)C1=CC=C(C)C=C1 2-(2,4-difluorophenyl)-4-(5-(3-(2-methoxyethoxy)phenyl)-1-methyl-2-oxo-1,2-dihydropyridin-4-yl)-6-methyl-1-tosyl-1,6-dihydro-7H-pyrrolo[2,3-c]pyridin-7-one